NC1=C(C=CC(=C1)O)NC(=O)N1C=CC2=C1N=CN=C2N(C)[C@H]2CN(CC[C@H]2C)C(CC#N)=O N-(2-amino-4-hydroxyphenyl)-4-(((3R,4R)-1-(2-cyanoacetyl)-4-methylpiperidin-3-yl)(methyl)amino)-7H-pyrrolo[2,3-d]pyrimidine-7-carboxamide